m-benzyloxyacetophenone C(C1=CC=CC=C1)OC=1C=C(C=CC1)C(C)=O